CC1(OC2=C(C1)C=CC(=C2)NC(=O)[C@H]2N(C[C@@H](C2)F)C(CN2N=C(C1=CC(=CC=C21)C2=CN=NC=C2)C(=O)N)=O)C 1-(2-((2S,4R)-2-(2,2-dimethyl-2,3-dihydrobenzofuran-6-ylcarbamoyl)-4-fluoropyrrolidin-1-yl)-2-oxoethyl)-5-(pyridazin-4-yl)-1H-indazole-3-carboxamide